1-(5-Nitrothiazol-2-yl)azocan-2-one [N+](=O)([O-])C1=CN=C(S1)N1C(CCCCCC1)=O